2-(2-chloro-4-formyl-5-hydroxy-3-methyl-6-((2E,4E)-3-methyl-5-((1R,2R,6R)-1,2,6-trimethyl-3-oxocyclohexyl)penta-2,4-dien-1-yl)phenoxy)acetic acid ClC1=C(OCC(=O)O)C(=C(C(=C1C)C=O)O)C\C=C(\C=C\[C@@]1([C@H](C(CC[C@H]1C)=O)C)C)/C